C(C1=CC=CC=C1)N1C[C@H](CCC1)C1=CC=NC=2N1N=C(C2CNC[C@H]2CC(N(CC2)C)=O)C (R)-4-((((7-((S)-1-Benzylpiperidin-3-yl)-2-methylpyrazolo[1,5-a]pyrimidin-3-yl)methyl)amino)methyl)-1-methylpiperidin-2-one